N-(4-{4-cyano-2-[(3,3-difluoro-1-azetidinyl)carbonyl]phenyl}-6-isopropoxy-2-pyridyl)-1-cyclopropyl-5-[(isobutylamino)methyl]-2-oxo-1,2-dihydronicotinamide C(#N)C1=CC(=C(C=C1)C1=CC(=NC(=C1)OC(C)C)NC(C=1C(N(C=C(C1)CNCC(C)C)C1CC1)=O)=O)C(=O)N1CC(C1)(F)F